O=C1C=C(N=C(N1)C=1C=C(CC(C(=O)N)(C)C)C=CC1C(F)(F)F)C1=NC=C(C=C1)OCCOCCC (3-{6-oxo-4-[5-(2-propoxyethoxy)pyridin-2-yl]-1,6-dihydropyrimidin-2-yl}-4-(trifluoromethyl)benzyl)isobutyramide